3-(2,3-Dihydro-1,4-benzodioxin-6-yl)-1-[2-hydroxy-4-(methoxymethoxy)phenyl]prop-2-en-1-one O1CCOC2=C1C=CC(=C2)C=CC(=O)C2=C(C=C(C=C2)OCOC)O